Cl.C(C1=CC=CC=C1)N(CCOCCC)C N-benzyl-N-methyl-2-propoxyethan-1-amine HCl salt